5-(methylmercapto)-2-(5-(p-tolyl)-1H-imidazol-1-yl)pyridine tert-butyl-(5-chloro-1,2,3,5,6,7-hexahydro-s-indacen-4-yl)(4-((N,N-dimethylsulfamoyl)carbamoyl)oxazol-2-yl)carbamate C(C)(C)(C)OC(N(C=1OC=C(N1)C(NS(N(C)C)(=O)=O)=O)C1=C2CCCC2=CC=2CCC(C12)Cl)=O.CSC=1C=CC(=NC1)N1C=NC=C1C1=CC=C(C=C1)C